tri-bipyridyldiamine Europium [Eu].N1=C(C(=C(C=C1)N)N)C1=NC=CC=C1.N1=C(C(=C(C=C1)N)N)C1=NC=CC=C1.N1=C(C(=C(C=C1)N)N)C1=NC=CC=C1